(1R,2S,5S)-N-((S)-1-cyano-2-((S)-2-oxopyrrolidin-3-yl)ethyl)-3-((S)-3,3-dimethyl-2-(oxetan-3-carboxamido)butanoyl)-6,6-dimethyl-3-azabicyclo[3.1.0]hexane-2-carboxamide C(#N)[C@H](C[C@H]1C(NCC1)=O)NC(=O)[C@@H]1[C@H]2C([C@H]2CN1C([C@H](C(C)(C)C)NC(=O)C1COC1)=O)(C)C